ClC1=CC=C(C=C1)[C@@H](NC(=O)[C@@H]1CNC(O1)=O)C1=C(C(=CC=C1)F)F (S)-N-((R)-(4-chlorophenyl)(2,3-difluorophenyl)methyl)-2-oxooxazolidine-5-carboxamide